C(C)(C)(C)OC(=O)N1CCC(CC1)(C)NC=1C(=CN(C(C1)=O)C1CCOCC1)C(=O)[O-].[Li+] Lithium 4-((1-(tert-butoxycarbonyl)-4-methylpiperidin-4-yl)amino)-6-oxo-1-(tetrahydro-2H-pyran-4-yl)-1,6-dihydropyridine-3-carboxylate